CC1(C(=NC2=C(N1)N=C(NC2=O)N)CO)C The molecule is a dihydropterin that is 2-amino-6-hydroxymethyl-7,8-dihydropteridin-4-one with two methyl substituents at position 7. It has a role as a metabolite. It derives from a 2-amino-6-(hydroxymethyl)-7,8-dihydropteridin-4-one.